2-(pentafluoroethyl)hexane FC(C(F)(F)F)(C(C)CCCC)F